C(CCCCCCCCCCCCCCC)CC(C)=O cetyl-aceton